N[C@H]1C[C@@H](CC1)COCC(=O)N1CCN(CC1)C=1C(=CC2=C(C(C=3NC4=CC(=CC=C4C3C2=O)C#N)(C)C)C1)CC 8-[4-(2-{[(1R,3R)-3-aminocyclopentyl]methoxy}acetyl)piperazin-1-yl]-9-ethyl-6,6-dimethyl-11-oxo-5H,6H,11H-benzo[b]carbazole-3-carbonitrile